3-carbamoyl-11-oxo-10,11-dihydrodibenzo[b,f][1,4]thiazepine-8-carboxylic acid C(N)(=O)C1=CC2=C(C(NC3=C(S2)C=CC(=C3)C(=O)O)=O)C=C1